NC=1C=C(C=CC1C)NC(=O)C1=CC2=C(OCCO2)C=C1 N-(3-Amino-4-methylphenyl)-2,3-dihydrobenzo[b][1,4]dioxine-6-carboxamide